4-Octyldodec-3-En-1-Ol C(CCCCCCC)C(=CCCO)CCCCCCCC